C(#N)C1=CC(=C(C=C1)B(O)O)OC 4-cyano-2-methoxy-phenylboronic acid